tert-Butyl (S)-7-(6-chloro-3-(amino)-1H-pyrazolo[4,3-c]pyridin-1-yl)-6-methoxy-2,3-dihydro-4H-benzo[b][1,4]oxazine-4-carboxylate ClC1=CC2=C(C=N1)C(=NN2C=2C(=CC1=C(OCCN1C(=O)OC(C)(C)C)C2)OC)N